C1(CC1)CC1(CCC(CC1)=O)COC(F)F 4-(cyclopropylmethyl)-4-[(difluoromethoxy)methyl]cyclohexan-1-one